(3-chloro-5-(trifluoromethyl)pyridin-2-yl)ethane ClC=1C(=NC=C(C1)C(F)(F)F)CC